2-[6-(Ethylamino)-4-[4-fluoro-2-(4-methyl-1,2,4-triazol-3-yl)phenyl]pyridin-2-yl]-6-{[(1-hydroxycyclobutyl)methoxy]methyl}-4-(trifluoromethyl)-3H-isoindol-1-one C(C)NC1=CC(=CC(=N1)N1C(C2=CC(=CC(=C2C1)C(F)(F)F)COCC1(CCC1)O)=O)C1=C(C=C(C=C1)F)C1=NN=CN1C